COC1=C(C=CC=C1)[S+](C1=CC=CC=C1)C1=CC=CC=C1 (methoxyphenyl)diphenyl-sulfonium